ClC1=C(C=CC=C1)C(C(C)C=1N(C(C(=C(N1)C(=O)OC)O)=O)C)C=1C=NC(=NC1)C Methyl 2-(1-(2-chlorophenyl)-1-(2-methylpyrimidin-5-yl)propan-2-yl)-5-hydroxy-1-methyl-6-oxo-1,6-dihydropyrimidine-4-carboxylate